IC=1C=C(C(=NC1)NC(C)C1=CC(=C(C=C1)OCC=1C=NC(=CC1)C(F)(F)F)OC)N 5-iodo-N2-(1-(3-methoxy-4-((6-(trifluoromethyl)pyridin-3-yl)methoxy)phenyl)ethyl)pyridine-2,3-diamine